C(C)(C)(C)OC(N(C)[C@H](C(=O)NN(CCC(=O)NC)C(CCl)=O)CC(C)C)=O (S)-tert-Butyl(1-(2-(2-chloroacetyl)-2-(3-(methylamino)-3-oxo-propyl)hydrazinyl)-4-methyl-1-oxo-pentan-2-yl)(methyl)carbamate